BrC=1C=C(C=CC1)C1CC[C@@H](N1C(=O)OC(C)(C)C)C(=O)OC 1-(tert-butyl) 2-methyl (2R)-5-(3-bromophenyl)pyrrolidine-1,2-dicarboxylate